NCCC[C@H](O)C=1C=NC=CC1 (S)-4-amino-1-(pyridin-3-yl)butan-1-ol